1,3-bis(dicyclohexyl-phosphino)propane bis(tetrafluoroborate) F[B-](F)(F)F.F[B-](F)(F)F.C1(CCCCC1)P(CCCP(C1CCCCC1)C1CCCCC1)C1CCCCC1